2-([1,1'-biphenyl]-4-yl)-4-(6-chloro-[1,1'-biphenyl]-3-yl)-6-phenyl-1,3,5-triazine C1(=CC=C(C=C1)C1=NC(=NC(=N1)C=1C=C(C(=CC1)Cl)C1=CC=CC=C1)C1=CC=CC=C1)C1=CC=CC=C1